C(#N)CC1(CN(C1)S(=O)(=O)NC(OC(C)(C)C)=O)N1N=C(C(=C1)C=1C2=C(N=CN1)N(C=C2)COCC[Si](C)(C)C)N2C(C1=CC=CC=C1C2=O)=O tert-butyl ((3-(cyanomethyl)-3-(3-(1,3-dioxoisoindolin-2-yl)-4-(7-((2-(trimethylsilyl)ethoxy)methyl)-7H-pyrrolo[2,3-d]pyrimidin-4-yl)-1H-pyrazol-1-yl)azetidin-1-yl)sulfonyl)carbamate